(cyanomethyl)-6-(difluoromethoxymethyl)-7-oxo-4,5,6,7-tetrahydro-1-thia-3-indenecarboxylic acid C(#N)CC=1SC=2C(C(CCC2C1C(=O)O)COC(F)F)=O